C(CC#C)N1CCC(CC1)C(=O)NC=1N=CC2=CC=C(C=C2C1)C=1C=NN(C1)C 1-(but-3-yn-1-yl)-N-(6-(1-methyl-1H-pyrazol-4-yl)isoquinolin-3-yl)piperidine-4-carboxamide